dibutyltin dipropoxide [O-]CCC.[O-]CCC.C(CCC)[Sn+2]CCCC